CC1=CC=C(C(=O)O[C@@H]2[C@](O[C@H](C2)N2C3=NC(=NC(=C3N=C2)N[Si](C)(C)C)F)(COC(C2=CC=C(C=C2)C)=O)C#C)C=C1 (2R,3S,5R)-2-ethynyl-5-(2-fluoro-6-((trimethylsilyl) amino)-9H-purin-9-yl)-2-(((4-methylbenzoyl)oxy)methyl)tetrahydrofuran-3-yl 4-methylbenzoate